8-(4,4-difluoropiperidin-1-yl)quinazoline-2,6-diamine FC1(CCN(CC1)C=1C=C(C=C2C=NC(=NC12)N)N)F